BrC1=C(C=C(C(=O)OC)C=C1)COS(=O)(=O)C methyl 4-bromo-3-(methylsulfonyloxymethyl)benzoate